CC1=C(C=2N(C=C1C1=C(C=3N=C(SC3N1)C1CCN(CC1)CCC)C(C)C)N=CN2)C 5-(7,8-dimethyl-[1,2,4]triazolo[1,5-a]pyridin-6-yl)-6-isopropyl-2-(1-propylpiperidin-4-yl)-4H-pyrrolo[3,2-d]thiazole